3-methoxy-4-[(3-{4-[(1-methylpiperidin-4-yl)amino]-1-(2,2,2-trifluoroethyl)-1H-indol-2-yl}prop-2-yn-1-yl)amino]-N-(oxan-4-yl)benzene-1-sulfonamide COC=1C=C(C=CC1NCC#CC=1N(C2=CC=CC(=C2C1)NC1CCN(CC1)C)CC(F)(F)F)S(=O)(=O)NC1CCOCC1